(3R)-3-fluoropyrrolidine-1-sulfonyl chloride F[C@H]1CN(CC1)S(=O)(=O)Cl